C(CCC)SCCCC butylsulfide